[O-]P([O-])(=O)OP(=O)([O-])O.[Ba+2].[Li+] lithium barium pyrophosphate